FC(C(=O)O)(F)F.N1CCC(CC1)C(=O)O piperidine-4-carboxylic acid trifluoroacetate salt